7-[4-(4-Benzo[b]thiophen-4-ylpiperazin-1-yl)butoxy]-1-methoxymethyl-3,4-dihydro-1H-quinolin-2-one S1C2=C(C=C1)C(=CC=C2)N2CCN(CC2)CCCCOC2=CC=C1CCC(N(C1=C2)COC)=O